2,2,3,3,4,4,5,5-octafluoropentyl 2-methylacrylate CC(C(=O)OCC(C(C(C(F)F)(F)F)(F)F)(F)F)=C